methyl (Z,E)-9,11-hexadecadienoate C(CCCCCCC\C=C/C=C/CCCC)(=O)OC